4,5-difluoro-2-thiophenesulfonyl fluoride FC=1C=C(SC1F)S(=O)(=O)F